C(C)(C)C1(CC=C(N=C1)NC1=CC=CC=C1)N 5-(isopropyl)-N2-phenylpyridine-2,5-diamine